5,7-dichloro-2-methylquinolin-8-ol ClC1=C2C=CC(=NC2=C(C(=C1)Cl)O)C